1,1-Diisocyanatohexane N(=C=O)C(CCCCC)N=C=O